C(C)(C)(C)OC(=O)N1CCN(CC1)C1=NC(=C(C=C1)[N+](=O)[O-])NC1=CC(=NC=C1)C.OC1=C(C=C(C=C1)C(C(=O)O)=C)OC (4-hydroxy-3-methoxy-phenyl)-acrylic acid tert-butyl-4-[6-[(2-methyl-4-pyridyl)amino]-5-nitro-2-pyridyl]piperazine-1-carboxylate